C1(CC1)S(=O)(=O)NC=1SC=C(N1)C(C(=O)NC1=NC=C(C=C1F)C1=NC(=CN=C1)OCC)OC 2-(2-(cyclopropanesulfonamido)thiazol-4-yl)-N-(5-(6-ethoxypyrazin-2-yl)-3-fluoropyridin-2-yl)-2-methoxyacetamide